C1(CC1)C1=NC=CC(=N1)O cyclopropylpyrimidin-4-ol